methyl (1S,3S)-2-((S)-2-((((9H-fluoren-9-yl)methoxy)carbonyl)amino)-4-(benzyloxy)-4-oxobutanoyl)-7-chloro-1-isobutyl-2,3,4,9-tetrahydro-1H-pyrido[3,4-b]indole-3-carboxylate C1=CC=CC=2C3=CC=CC=C3C(C12)COC(=O)N[C@H](C(=O)N1[C@H](C=2NC3=CC(=CC=C3C2C[C@H]1C(=O)OC)Cl)CC(C)C)CC(=O)OCC1=CC=CC=C1